N1=C(C=CC=C1)C=1C=NC(=CC1)NC(=O)C=1N(C=CN1)C N-([2,3'-bipyridin]-6'-yl)-1-methyl-1H-imidazole-2-carboxamide